CC1(CCC=2C(=NNC2C1)C=1NC2=CC(=CC=C2C1)C(=O)N1CCC(CC1)CN1CC2(CN(C2)C2=CC=C(C=N2)C2C(NC(CC2)=O)=O)CC1)C 3-(6-(6-((1-(2-(6,6-dimethyl-4,5,6,7-tetrahydro-1H-indazol-3-yl)-1H-indole-6-carbonyl)piperidin-4-yl)methyl)-2,6-diazaspiro[3.4]octan-2-yl)pyridin-3-yl)piperidine-2,6-dione